ethyl 6-(3-morpholinoazetidin-1-yl)quinoline-4-carboxylate O1CCN(CC1)C1CN(C1)C=1C=C2C(=CC=NC2=CC1)C(=O)OCC